P(=O)(O[C@@H]1[C@H]([C@H]([C@H](O[C@]12OCCCC2)CO)O)N2N=NC(=C2)C2=CC(=C(C(=C2)F)F)F)(O)O (2r,3r,4s,5r,6s)-3-hydroxy-2-(hydroxymethyl)-4-(4-(3,4,5-trifluorophenyl)-1H-1,2,3-triazol-1-yl)-1,7-dioxaspiro[5.5]undecan-5-yl dihydrogen phosphate